C=1(C(=CC=CC1)C(=O)OCCCCCCC(C)C)C(=O)OCCCCCCC(C)C 1,2-Benzenedicarboxylic acid, 1,2-diisononyl ester